FC(C(=O)O)(F)F.NC1CC(C1)NC(=O)C1=C(C=C(C=C1)NC(=O)C=1N(C(=CN1)C=1C(=NN(C1)CC=C(F)F)C(F)(F)F)C)Cl rac-N-(4-(((1s,3s)-3-aminocyclobutyl)carbamoyl)-3-chlorophenyl)-5-(1-(3,3-difluoroallyl)-3-(trifluoromethyl)-1H-pyrazol-4-yl)-1-methyl-1H-imidazole-2-carboxamide 2,2,2-trifluoroacetate